bis(2,4-dimethyl-8-quinolinolate) (3,5-di-t-butylphenolate) Aluminum [Al+3].C(C)(C)(C)C=1C=C(C=C(C1)C(C)(C)C)[O-].CC1=NC2=C(C=CC=C2C(=C1)C)[O-].CC1=NC2=C(C=CC=C2C(=C1)C)[O-]